1-(tetrahydro-2H-pyran-2-yl)-3-vinyl-1H-indazole O1C(CCCC1)N1N=C(C2=CC=CC=C12)C=C